5-(2-(Dimethylamino)ethoxy)-N-(1-(2,3-dimethylphenyl)cyclopropyl)-2-methylbenzamide CN(CCOC=1C=CC(=C(C(=O)NC2(CC2)C2=C(C(=CC=C2)C)C)C1)C)C